1-(1-(4-(Chloromethyl)phenyl)ethoxy)-2,2,6,6-tetramethylpiperidine ClCC1=CC=C(C=C1)C(C)ON1C(CCCC1(C)C)(C)C